N(=[N+]=[N-])CC1=C2C=CN(C2=CC(=C1OC1=CC(=C(C=C1)F)C1=NNC(=N1)C(C)(CCCCC(C#C)(C)C)C1=CC=CC=C1)F)S(=O)(=O)C1=CC=C(C)C=C1 4-(Azidomethyl)-5-(3-(5-(7,7-dimethyl-2-phenylnon-8-yn-2-yl)-1H-1,2,4-triazol-3-yl)-4-fluorophenoxy)-6-fluoro-1-tosyl-1H-indole